C(C)(C)(C)OC(=O)N1C=C(C2=C(C=CC=C12)N1CCN(CC1)C(=O)OCC1=CC=CC=C1)C.CC1=CNC2=CC=CC(=C12)N1CCN(CC1)C(=O)OCC1=CC=CC=C1 Benzyl 4-(3-methyl-1H-indol-4-yl)piperazine-1-carboxylate tert-Butyl-4-(4-((benzyloxy)carbonyl)piperazin-1-yl)-3-methyl-1H-indole-1-carboxylate